OCC=1C=C2C=C(N=CC2=CC1)C=1N=C(C2=C(N1)CCC2)N(CC(=O)NC=2C=NC(=CC2)C)C 2-({2-[6-(hydroxymethyl)isoquinolin-3-yl]-5H,6H,7H-cyclopenta[d]pyrimidin-4-yl}(methyl)amino)-N-(6-methylpyridin-3-yl)acetamide